OCC(N)(CO)CO Trishydroxymethyl-aminomethan